C(CCC)[Si](C)(C)Cl butyl-chloro-dimethyl-silane